(S)-3-(biphenyl-3-yl)-3-(3-(4-hydroxy-1,5-dimethyl-2-oxo-1,2-dihydropyridin-3-yl)ureido)propionic acid C1(=CC(=CC=C1)[C@H](CC(=O)O)NC(=O)NC=1C(N(C=C(C1O)C)C)=O)C1=CC=CC=C1